ClC=1C(=CC(=C(C(=O)NC=2C=C(C=CC2)[S@@](=O)(C)=NC(OC(C)(C)C)=O)C1)N1CCC(CC1)C(F)(F)F)C(F)(F)F tert-butyl (S)-((3-(5-chloro-4-(trifluoromethyl)-2-(4-(trifluoromethyl)piperidin-1-yl)benzamido)phenyl)(methyl)(oxo)-λ6-sulfaneylidene)carbamate